4-(4-fluorophenyl)-5-(4-methyl-quinazolin-6-yl)pyrimidin-2-amine FC1=CC=C(C=C1)C1=NC(=NC=C1C=1C=C2C(=NC=NC2=CC1)C)N